C(CC)OC(CCCCCCCCCC)=O hendecanoic acid propyl ester